BrC1=CC(=C(CN(C(OC(C)(C)C)=O)[C@@H]2CC[C@H](CC2)NC(=O)OC(C)(C)C)C=C1)F tert-butyl (4-bromo-2-fluorobenzyl)(trans-4-((tert-butoxycarbonyl)amino)cyclohexyl)carbamate